(R)-1-(7-(2-amino-7-fluorobenzo[d]thiazol-4-yl)-8-fluoro-2-((hexahydro-1H-pyrrolizin-7a-yl)methoxy)pyrido[4,3-d]pyrimidin-4-yl)-3-methylpiperidin-3-ol NC=1SC2=C(N1)C(=CC=C2F)C2=C(C=1N=C(N=C(C1C=N2)N2C[C@@](CCC2)(O)C)OCC21CCCN1CCC2)F